6-oxo-2-(trifluoromethyl)-3,6-dihydrochromeno[7,8-d]imidazol O=C1C=COC2=C1C=CC=1NC(=NC12)C(F)(F)F